C(C=C)(=O)N1CC(CCC1)CNC1=C2C(=NC=C1C(=O)N)NC=C2 4-(((1-Acryloylpiperidin-3-yl)methyl)amino)-1H-pyrrolo[2,3-b]pyridine-5-carboxamide